BrC1=CC(=C(C=C1C)N1CCOC=2C(=C1)N(NC2)C)F 7-(4-bromo-2-fluoro-5-methylphenyl)-1-methyl-6,7-dihydro-1H-pyrazolo[3,4-f][1,4]oxazepin